hydroxy-3-[(4-methylphenyl)sulfanyl]pyridazine-4-carboxamidine OC=1C(=C(N=NC1)SC1=CC=C(C=C1)C)C(=N)N